rac-1-(pyridin-3-yl)ethanamine N1=CC(=CC=C1)[C@@H](C)N |r|